1-(5-(morpholinomethyl)thiophen-2-yl)-2-((2-(trifluoromethyl)pyrido[2,3-d]pyrimidin-4-yl)thio)ethan-1-one O1CCN(CC1)CC1=CC=C(S1)C(CSC=1C2=C(N=C(N1)C(F)(F)F)N=CC=C2)=O